N-[3-pyrrolidin-1-yl-4-(5-pyrrolidin-1-yl-1,3,4-oxadiazol-2-yl)phenyl]cyclopropanecarboxamide N1(CCCC1)C=1C=C(C=CC1C=1OC(=NN1)N1CCCC1)NC(=O)C1CC1